(R)-6-Morpholino-N-(1-((6-(trifluoromethyl)pyridin-3-yl)methyl)pyrrolidin-3-yl)pyridine-3-sulfonamide O1CCN(CC1)C1=CC=C(C=N1)S(=O)(=O)N[C@H]1CN(CC1)CC=1C=NC(=CC1)C(F)(F)F